(R)-6,7-Dimethoxy-N-(Piperidin-3-yl)-2-(Pyrrolidin-1-yl)Quinazolin-4-Amine Trifluoroacetic Acid Salt FC(C(=O)O)(F)F.COC=1C=C2C(=NC(=NC2=CC1OC)N1CCCC1)N[C@H]1CNCCC1